[I-].C(C)OC(C(CCCC[Zn+])(C)C)=O (6-Ethoxy-5,5-dimethyl-6-oxohexyl)zinc(II) iodide